2-((S)-2-methylazetidin-1-yl)-4-phenyl-5,6,7,8-tetrahydro-5,8-methanoquinazoline C[C@@H]1N(CC1)C1=NC=2C3CCC(C2C(=N1)C1=CC=CC=C1)C3